C(C)(C)(C)C1=NC(=NO1)C1=NC=C(C(=C1)Cl)C1CC1 5-tert-butyl-3-(4-chloro-5-cyclopropylpyridin-2-yl)-1,2,4-oxadiazole